C(C)(=O)C1=CN(C2=C(C=C(C=C12)C=1C=NC=2N(C1)N=C(C2)C)C)CC(=O)N2[C@@H]([C@@H]1C[C@@H]1C2)C(=O)NC2=NC(=CC=C2Cl)C(F)(F)F (1R,2S,5S)-3-(2-(3-acetyl-7-methyl-5-(2-methylpyrazolo[1,5-a]pyrimidin-6-yl)-1H-indol-1-yl)acetyl)-N-(3-chloro-6-(trifluoro-methyl)pyridin-2-yl)-3-azabicyclo[3.1.0]hexane-2-carboxamide